N-[2-(4-bromo-2-methyl-phenyl)-2,2-difluoro-ethyl]-6-chloro-3-[3-(trifluoromethyl)phenoxy]pyridazine-4-carboxamide BrC1=CC(=C(C=C1)C(CNC(=O)C1=C(N=NC(=C1)Cl)OC1=CC(=CC=C1)C(F)(F)F)(F)F)C